C(CC)C1(C=O)CC(=CC(=C1)CCC)CCC 1,3,5-tripropylbenzaldehyde